(4-(4-methyl-1-piperazinyl)phenyl)-2-(4-hydroxyphenyl)-5,7-dimethoxy-4H-chromen-4-one CN1CCN(CC1)C1=CC=C(C=C1)C1=C(OC2=CC(=CC(=C2C1=O)OC)OC)C1=CC=C(C=C1)O